tert-butyl-3-fluoro-2-(isoxazol-5-yl)-5-methylphenol C(C)(C)(C)C1=C(C(=C(C=C1C)O)C1=CC=NO1)F